1-(9H-fluoren-9-yl)-3-oxo-2,7,10-trioxa-4-azatridecane-13-oic acid C1=CC=CC=2C3=CC=CC=C3C(C12)COC(NCCOCCOCCC(=O)O)=O